(R)-2-ethyl-6-methyl-4,5,6,7-tetrahydrothiazolo[5,4-c]pyridine trifluoroacetate FC(C(=O)O)(F)F.C(C)C=1SC=2CN[C@@H](CC2N1)C